ClC1=C(C=CC(=C1)F)NC1=NC=C(C(=N1)N1C=NC(=C1)C(=O)NC(CO)C1=CC(=CC=C1)Cl)C 1-(2-((2-chloro-4-fluorophenyl)amino)-5-methyl-pyrimidin-4-yl)-N-(1-(3-chlorophenyl)-2-hydroxyethyl)-1H-imidazole-4-carboxamide